N-(9-((3aR,4R,6R,6aR)-6-(hydroxymethyl)-2,2-dimethyltetrahydrofuro[3,4-d][1,3]dioxol-4-yl)-9H-purin-6-yl)benzamide OC[C@H]1O[C@H]([C@H]2[C@@H]1OC(O2)(C)C)N2C1=NC=NC(=C1N=C2)NC(C2=CC=CC=C2)=O